NC=1C=C(CN2N=CC3=C(N(C=4C=C(C=CC34)S(=O)C)C)C2=O)C=CC1 3-(3-Aminobenzyl)-5-methyl-7-(methylsulfinyl)-3,5-dihydro-4H-pyridazino[4,5-b]indol-4-one